CN1CCN(CC1)C(=O)NC=1N=CC2=CC=C(C=C2C1)C1=CN=C(O1)C 4-methyl-N-(6-(2-methyloxazol-5-yl)isoquinolin-3-yl)piperazine-1-carboxamide